NCCP(O)(O)=O 2-Aminoethyl-phosphonic acid